ClC=1C(=NC2=CC=C(C=C2C1)C1=C(C=CC=C1)CN)N1CCNCC1 [2-(3-chloro-2-piperazin-1-yl-6-quinolyl)phenyl]methanamine